[Fe].C(C)C(C(=O)OC)(C(=O)OC)CC dimethyl (diethyl malonate) iron